4-(1-(5-((dimethylamino)methyl)pyrimidin-2-yl)piperidin-4-yl)-1-methyl-2,3-dioxo-1,2,3,4-tetrahydropyrido[2,3-b]pyrazine-6-carbonitrile CN(C)CC=1C=NC(=NC1)N1CCC(CC1)N1C2=C(N(C(C1=O)=O)C)C=CC(=N2)C#N